C(C)[Si](O[Si](O[Si](CCCN)(C)C)(C)C)(CC)CC 1,1,1-triethyl-3,3,5,5-tetramethyl-5-(3-aminopropyl)-trisiloxane